2-(4-(4-(4-((Tert-butyldimethylsilyl)oxy)phenyl)tetrahydro-2H-pyran-4-yl)phenyl)-2-oxoacetic acid [Si](C)(C)(C(C)(C)C)OC1=CC=C(C=C1)C1(CCOCC1)C1=CC=C(C=C1)C(C(=O)O)=O